CC1=C(C(=O)N/N=C(\C)/C2=CC=NC=C2)C=CC=C1 (E)-2-methyl-N'-(1-(pyridin-4-yl)ethylidene)benzohydrazide